2-Bromomethyl-3-(methoxymethoxy)benzoic acid methyl ester COC(C1=C(C(=CC=C1)OCOC)CBr)=O